2-(4-(6-((1-acryloylpiperidin-4-yl)-ethynyl)-4-amino-7-isopropyl-7H-pyrrolo[2,3-d]pyrimidin-5-yl)phenoxy)-benzonitrile C(C=C)(=O)N1CCC(CC1)C#CC1=C(C2=C(N=CN=C2N)N1C(C)C)C1=CC=C(OC2=C(C#N)C=CC=C2)C=C1